3-(1-bromoethyl)benzotrifluoride BrC(C)C=1C=C(C=CC1)C(F)(F)F